ClC=1N=C(C2=C(N1)CNC2)OC2=NC=1C=CC3=C(C1N=C2)C2=C(S3)C(NC(CN2)C)=O 3-((2-chloro-6,7-dihydro-5H-pyrrolo[3,4-d]pyrimidin-4-yl)oxy)-10-methyl-9,10,11,12-tetrahydro-8H-[1,4]diazepino[5',6':4,5]thieno[3,2-f]quinoxalin-8-one